(3Z)-10,10-dinonyl-3-decen-1-ol C(CCCCCCCC)C(CCCCC\C=C/CCO)CCCCCCCCC